COCCOC(OCCOC)=O.CC1=C(C=C(C(=O)NC=2C=NC=C(C2)OC(F)(F)F)C=C1)[C@H]1CN(CC1)C=1C=NN2C1N=CC=C2 (S)-4-methyl-3-(1-(pyrazolo[1,5-a]pyrimidin-3-yl)pyrrolidin-3-yl)-N-(5-(trifluoromethoxy)pyridin-3-yl)benzamide bis(2-methoxyethyl)carbonate